(R)-3-(4-bromophenoxy)-2-((tert-butyldimethylsilyl)oxy)-propionamide BrC1=CC=C(OC[C@H](C(=O)N)O[Si](C)(C)C(C)(C)C)C=C1